C(C)(C)(C)OC(CCC1=CC(=CC=2CCOC(C21)C(=O)OCC)Cl)=O Ethyl 8-[3-(tert-butoxy)-3-oxopropyl]-6-chloro-3,4-dihydro-1H-2-benzopyran-1-carboxylate